O=C1NC(CCC1N1C(C2=CC=C(C(=C2C1=O)F)N1CCN(CC1)CC1N(CCCC1)C1=C(N=NC=C1)C(=O)N)=O)=O 4-(((4-(2-(2,6-dioxopiperidin-3-yl)-4-fluoro-1,3-dioxoisoindolin-5-yl)piperazin-1-yl)methyl)piperidin-1-yl)pyridazine-3-carboxamide